OC1=CC(=NC=2N1N=C(N2)NC(C2=CC=C(C=C2)OC)=O)CNCC2=CC=C(C=C2)C N-(7-hydroxy-5-((4-methylbenzyl)amino)methyl-[1,2,4]triazolo[1,5-a]pyrimidin-2-yl)-4-methoxybenzamide